C(=C)NC1=NC=CC=N1 N-vinyl-pyrimidinamine